2-((6-(3-aminoazetidin-1-yl)-3,5-dicyano-4-ethylpyridin-2-yl)sulfanyl)-2-phenylacetamide NC1CN(C1)C1=C(C(=C(C(=N1)SC(C(=O)N)C1=CC=CC=C1)C#N)CC)C#N